C(C)(C)(C)OC(=O)N(C1=CC(=NC=2N1N=CC2C2CC2)N[C@@H]2CN(C[C@H](C2)O)C(=O)OC(C)(C)C)C2=CC(=CC=C2)F Tert-Butyl (3S,5S)-3-((7-((tert-butoxycarbonyl)(3-fluorophenyl)amino)-3-cyclopropylpyrazolo[1,5-a]pyrimidin-5-yl)amino)-5-hydroxypiperidine-1-carboxylate